tert-Butyl N-(3-methylpyridazin-4-yl)carbamate CC=1N=NC=CC1NC(OC(C)(C)C)=O